C1(CC1)S(=O)(=O)NC(=O)C1=NN(C(=C1)N1[C@@H]2C[C@H]([C@H](C1)C2)OCC=2C(=NOC2C2CC2)C2=C(C=CC=C2Cl)Cl)C N-(cyclopropanesulfonyl)-5-[(1S,4S,5R)-5-[[5-cyclopropyl-3-(2,6-dichlorophenyl)-1,2-oxazol-4-yl]methoxy]-2-azabicyclo[2.2.1]heptan-2-yl]-1-methyl-1H-pyrazole-3-carboxamide